C(C1=CC=CC=C1)N1SC(N(C1=O)CC)=O 2-benzyl-4-ethyl-1,2,4-thiadiazolidine-3,5-dione